N-((2-(4-methoxy-phenyl)acetyl)glycyl)glycinate COC1=CC=C(C=C1)CC(=O)NCC(=O)NCC(=O)[O-]